C(C)(C)(C)OC(=O)N1CCC(CC1)N1N=C2C(=C1)C=C(S2)C=2C=C(C=1N(N2)C=C(N1)C)C.CNCCNCCC[Si](OCC)(OCC)OCC N-(beta-N-methylaminoethyl)-gamma-aminopropyl-triethoxysilane tert-butyl-4-(5-{2,8-dimethylimidazo[1,2-b]pyridazin-6-yl}thieno[2,3-c]pyrazol-2-yl)piperidine-1-carboxylate